F[C@@H]1C[C@@H](C[C@H]1O)C(=O)OCC |r| ethyl rac-(1R,3R,4R)-3-fluoro-4-hydroxycyclopentane-1-carboxylate